4-(2-(bis(4-chlorobenzyl)amino)ethyl)-1H-1,2,3-triazole-5-carboxylic acid ClC1=CC=C(CN(CCC=2N=NNC2C(=O)O)CC2=CC=C(C=C2)Cl)C=C1